C(#N)C1=C(C(=NC(=C1)C1=C(C=C(C=C1)C(F)(F)F)C)C(CCC(=O)O)=O)O 4-[4-Cyano-3-hydroxy-6-(2-methyl-4-trifluoromethyl-phenyl)-pyridin-2-yl]-4-oxo-butyric acid